1-[5-(trimethylstannyl)pyrimidin-2-yl]cyclobutan-1-ol C[Sn](C=1C=NC(=NC1)C1(CCC1)O)(C)C